3-[6-(2,5-diazabicyclo[2.2.2]octan-2-yl)-2-pyridyl]pyrazolo[1,5-a]pyridine C12N(CC(NC1)CC2)C2=CC=CC(=N2)C=2C=NN1C2C=CC=C1